C(C)(=O)C=1OC2=C(C1COC1=C(C=CC(=C1)OC)CC(=O)OCC)C=C(C=C2)Br ethyl 2-(2-((2-acetyl-5-bromobenzofuran-3-yl)methoxy)-4-methoxyphenyl)acetate